N-(1-methyl-1H-pyrazol-5-yl)-6-(7-methyl-[1,2,4]triazolo[4,3-b]pyridazin-6-yl)-5,6,7,8-tetrahydro-1,6-naphthyridin-3-amine CN1N=CC=C1NC=1C=NC=2CCN(CC2C1)C=1C(=CC=2N(N1)C=NN2)C